BrC1=CC2=C(N3C(S2)=NC(=C3)C3=C(C=C(C(=O)OC)C=C3)C(F)(F)F)C=C1 methyl 4-(7-bromobenzo[d]imidazo[2,1-b]thiazol-2-yl)-3-(trifluoromethyl)benzoate